C(C)(C)OC(C1=C(N=C(C(=C1)F)SC)Cl)=O chloro-5-fluoro-6-(methylthio)nicotinic acid isopropyl ester